[Si](C)(C)(C(C)(C)C)OC(CC(=O)OC(C)(C)C)CCB1OC(C(O1)(C)C)(C)C tert-butyl 3-(tert-butyldimethylsilyloxy)-5-(4,4,5,5-tetramethyl-1,3,2-dioxaborolan-2-yl)pentanoate